N-[3-(3-hydroxyphenyl)-1H-pyrrolo[2,3-b]pyridin-6-yl]cyclopropanecarboxamide OC=1C=C(C=CC1)C1=CNC2=NC(=CC=C21)NC(=O)C2CC2